1-(3,5-difluoropyridin-2-yl)cyclopropane-1-carboxylic acid FC=1C(=NC=C(C1)F)C1(CC1)C(=O)O